N1CC(C1)NC=1C=CC(=C(C1)C(C(=O)N)(CC)N1C=2C(=CC=C1)N=C(N2)SCC2=CC=C(C=C2)[N+](=O)[O-])C (5-(azetidin-3-ylamino)-2-methylphenyl)-2-(2-((4-nitrobenzyl)thio)-4H-imidazo[4,5-b]pyridin-4-yl)butanamide